3-(4-amino-2-chloro-4,6-dihydrospiro[cyclopenta[d]thiazole-5,4'-piperidine]-1'-yl)-6-((2,3-dichloropyridin-4-yl)thio)pyrazin-2(1H)-one NC1C=2N=C(SC2CC12CCN(CC2)C=2C(NC(=CN2)SC2=C(C(=NC=C2)Cl)Cl)=O)Cl